4-[2-(dimethylphosphoryl)phenoxy]-N-[piperidin-3-yl]-5-(trifluoromethyl)pyrimidin-2-amine CP(=O)(C)C1=C(OC2=NC(=NC=C2C(F)(F)F)NC2CNCCC2)C=CC=C1